acetyl-caprolactone C(C)(=O)C1C(=O)OCCCC1